C(C)(C)(C)OC(=O)C=1SC(=C(C1OCC(=O)OCC)Cl)C1=C(C(=CC=C1)N)F tert-butyl-5-(3-amino-2-fluoro-phenyl)-4-chloro-3-(2-ethoxy-2-oxo-ethoxy)thiophene-2-carboxylate